C1(CC1)C=1C(=NC=CC1CC(=O)N[C@H]1C(CCC[C@@H]1OC1CCN(CC1)C(C)C)(F)F)C1=CC(=CC(=C1)F)F 2-(3-cyclopropyl-2-(3,5-difluorophenyl)pyridin-4-yl)-N-((1R,6S)-2,2-difluoro-6-((1-isopropylpiperidin-4-yl)oxy)cyclohexyl)acetamide